C(C)(=O)[O-].[La+3].C(C)(=O)[O-].C(C)(=O)[O-] lanthanum(III) acetate